ClC1=C(CN2N=CC=3C(N(C=CC32)C3=CC(=NC=C3C)N[C@H](CO)C)=O)C=CC=C1 (S)-1-(2-chlorobenzyl)-5-(2-((1-hydroxypropan-2-yl)amino)-5-methylpyridin-4-yl)-1,5-dihydro-4H-pyrazolo[4,3-c]pyridin-4-one